C(N)(=O)C1=CC=CC(=N1)C=1C=C(C=CC1)B(O)O (3-(6-carbamoyl-pyridin-2-yl)phenyl)boronic acid